4-{5H,6H,7H,8H,9H-pyrazino[2,3-d]azepin-2-yl}-1,4-oxazepane N1=C(C=NC2=C1CCNCC2)N2CCOCCC2